C1(CC(C(CC1)C(C)C)O)(C)C(=O)O menthol-formic acid